C(CCCCCCCCCCCCCCCC)(=O)OCCCCCCC(OC(N(CCCN(C)C)CCCN(C)C)=O)CCCCCCOC(CCCCCCCCCCCCCCCC)=O 6-[3-(dimethylamino) propyl]-2-methyl-7-oxo-9-{6-[(1-oxoheptadecyl) oxy] hexyl}-2,6-diaza-8-oxapentadecan-15-yl heptadecanoate